N,N'-dibutyl-1,2-Cyclobutanediamine C(CCC)NC1C(CC1)NCCCC